((piperazine-1,4-diylbis(ethane-2,1-diyl))bis(azanetriyl))tetrakis(ethane-2,1-diyl) tetrakis(2-butyloctanoate) C(CCC)C(C(=O)OCCN(CCN1CCN(CC1)CCN(CCOC(C(CCCCCC)CCCC)=O)CCOC(C(CCCCCC)CCCC)=O)CCOC(C(CCCCCC)CCCC)=O)CCCCCC